N(=NC(C)(OC(C)=O)C1=CC=CC=C1)C(C)(C1=CC=CC=C1)OC(C)=O 1,1'-Azobis(1-acetoxy-1-phenyl-ethane)